(1,5-Dimethyl-1H-pyrazol-3-yl)-{4-[2-(4-fluoro-phenyl)-ethyl]-piperazin-1-yl}-methanone CN1N=C(C=C1C)C(=O)N1CCN(CC1)CCC1=CC=C(C=C1)F